4-((6-methoxy-2-(5-methylfuran-2-yl)-7-(3-(pyrrolidin-1-yl)propoxy)quinazolin-4-yl)amino)tetrahydro-2H-thiopyran 1,1-dioxide COC=1C=C2C(=NC(=NC2=CC1OCCCN1CCCC1)C=1OC(=CC1)C)NC1CCS(CC1)(=O)=O